CC1(C=CC=2C=C(C=NC2C1)C#N)C 7,7-dimethyl-7,8-dihydroquinoline-3-carbonitrile